FC(N1N=C(C=C1)S(=O)(=O)C=1C=C2C=NN(C(C2=CC1)=O)CC=1C=NC(=CC1)OC)F 6-(1-(difluoromethyl)-1H-pyrazol-3-ylsulfonyl)-2-((6-methoxypyridin-3-yl)methyl)phthalazin-1(2H)-one